5-amino-1-cyclopropyl-7-(1-((2,4-diaminopyrimidin-5-yl)methyl)indolin-5-yl)-6-fluoro-8-methoxy-4-oxo-1,4-dihydroquinoline-3-carboxylic acid NC1=C2C(C(=CN(C2=C(C(=C1F)C=1C=C2CCN(C2=CC1)CC=1C(=NC(=NC1)N)N)OC)C1CC1)C(=O)O)=O